(1S,5R)-1-(4-bromophenyl)-3-isopropyl-3-azabicyclo[3.1.0]hexane BrC1=CC=C(C=C1)[C@]12CN(C[C@@H]2C1)C(C)C